(3-amino-2-methoxypropyl)-2-(4-(6-((4-cyano-2-fluorobenzyl)oxy)pyridin-2-yl)-2-fluorobenzyl)-1H-benzo[d]imidazole-6-carboxylic acid NCC(CN1C(=NC2=C1C=C(C=C2)C(=O)O)CC2=C(C=C(C=C2)C2=NC(=CC=C2)OCC2=C(C=C(C=C2)C#N)F)F)OC